tert-butyl ((4-(1-((6-cyanopyridin-2-yl)methyl)-1H-pyrazol-3-yl)-6-(4-fluorophenyl)pyridin-3-yl)methyl)carbamate C(#N)C1=CC=CC(=N1)CN1N=C(C=C1)C1=C(C=NC(=C1)C1=CC=C(C=C1)F)CNC(OC(C)(C)C)=O